C(C1=C(C(=C(N)C(=C1)CC)CC)Cl)C1=C(C(=C(N)C(=C1)CC)CC)Cl 4,4'-Methylene-bis(3-chloro-2,6-diethylaniline)